2-[[3-[5,7-difluoro-2-(4-fluorophenyl)-1H-indol-3-yl]cyclobutyl]methylamino]ethanol FC=1C=C2C(=C(NC2=C(C1)F)C1=CC=C(C=C1)F)C1CC(C1)CNCCO